(4-aminopyridin-2-yl)-3-(4-methylpiperazin-1-yl)propanamide NC1=CC(=NC=C1)C(C(=O)N)CN1CCN(CC1)C